3-(1,4-dimethyl-1H-benzo[d][1,2,3]triazol-5-yl)-3-(3-(((R)-8-ethyl-8,9-dihydro-[1,4]oxazepino[7,6-H]quinolin-10(11H)-yl)methyl)-4-methylphenyl)-2,2-dimethylpropionic acid CN1N=NC2=C1C=CC(=C2C)C(C(C(=O)O)(C)C)C2=CC(=C(C=C2)C)CN2C[C@H](OC1=CC=C3C=CC=NC3=C1C2)CC